FC1=CC=C(C=C1)C1=CC(=NC2=CC=C(C=C12)CCCCCC)N(CC(C(=O)O)C)C 3-{[4-(4-fluorophenyl)-6-hexylquinolin-2-yl](methyl)amino}-2-methylpropionic acid